γ-(β-glycidoxyethoxy)propyltrimethoxysilane C(C1CO1)OCCOCCC[Si](OC)(OC)OC